COC1=C(C=C2C(=CC=NC2=C1)OC1=CC(=CC(=C1)N1N=CC(=C1)C)OC)C(=O)N 7-methoxy-4-(3-methoxy-5-(4-methyl-1H-pyrazol-1-yl)phenoxy)quinoline-6-carboxamide